5-benzyl-3-(((3-bromobenzyl)oxy)methyl)-N-((R)-3-methyl-1-((3aS,4S,6S,7aR)-3a,5,5-trimethylhexahydro-4,6-methanobenzo[d][1,3,2]dioxaborol-2-yl)butyl)-4,5-dihydroisoxazole-5-carboxamide C(C1=CC=CC=C1)C1(CC(=NO1)COCC1=CC(=CC=C1)Br)C(=O)N[C@@H](CC(C)C)B1O[C@@]2([C@H](O1)C[C@H]1C([C@@H]2C1)(C)C)C